[phenyl(dimethylfluorenyl)triazinyl](phenyldibenzothiophene) C1(=CC=CC=C1)C1=C(C(=NN=N1)C1=C(C2=C(SC3=C2C=CC=C3)C=C1)C1=CC=CC=C1)C1=C(C(=CC=3C2=CC=CC=C2CC13)C)C